4-(2-chloro-6-methoxy-6-(2-(pyridin-2-yl)ethoxy)pyrimidin-4-yl)morpholine ClC=1NC(C=C(N1)N1CCOCC1)(OCCC1=NC=CC=C1)OC